C1(=CC=CC=C1)C=1N=CC(=NC1C1=CC=CC=C1)N 5,6-diphenylpyrazin-2-amine